C(C)(C)(C)C1(N(CCCC1)C(=O)OC1CC(C1)CBr)C=1C=C2C3(C(N(C2=C(C1)F)C)=O)CC3 (1s,3s)-3-(bromomethyl)cyclobutan-1-ol tert-butyl-2-(7'-fluoro-1'-methyl-2'-oxospiro[cyclopropane-1,3'-indolin]-5'-yl)piperidine-1-carboxylate